7-(2-oxo-ethyl)guanine O=CCN1C=NC=2N=C(NC(C12)=O)N